tert-butyl-{(1R,2S,5S)-2-amino-5-[(dimethylamino)carbonyl]cyclohexyl}carbamic acid oxalate C(C(=O)O)(=O)O.C(C)(C)(C)N(C(O)=O)[C@H]1[C@H](CC[C@@H](C1)C(=O)N(C)C)N